C(C)(C)(C)NC1=NC=C2N=C(N(C2=N1)C1CCNCC1)NC1=CC(=NC=C1)C(F)(F)F N2-tert-butyl-9-(piperidin-4-yl)-N8-(2-(trifluoromethyl)pyridin-4-yl)-9H-purine-2,8-diamine